1-fluoro-3-isothiocyanato-2-(trifluoromethyl)benzene FC1=C(C(=CC=C1)N=C=S)C(F)(F)F